OC1=C(C(C(=C2CC[C@H]3[C@@H]4C[C@@H]([C@H](C(C)=O)[C@]4(CC[C@@H]3[C@@]12C)C)C)O)=O)O trihydroxy-16beta-methylpregna-1,4-diene-3,20-dione